COC1=C(C=CC=C1)C1=CNC(C2=CC(=CC=C12)OCC#N)=O 2-((4-(2-methoxyphenyl)-1-oxo-1,2-dihydroisoquinolin-7-yl)oxy)acetonitrile